N-(cyclopropylmethyl)oxetan-3-carboxamid C1(CC1)CNC(=O)C1COC1